ClC1=NN2C(N=CC3=C2[C@@](CN3C(=O)NC=3C=NC(=C(C3)C(F)F)C(NC3CC3)=O)(C(F)(F)F)C)=C1 (R)-2-chloro-N-(6-(cyclopropylcarbamoyl)-5-(difluoromethyl)pyridin-3-yl)-8-methyl-8-(trifluoromethyl)-7,8-dihydro-6H-pyrazolo[1,5-a]pyrrolo[2,3-e]pyrimidine-6-carboxamide